C(C)S(=O)(=O)C1=NC(=CC(=N1)C=1SC=CC1)C(F)(F)F 2-(ethylsulfonyl)-4-(thiophen-2-yl)-6-(trifluoromethyl)pyrimidine